ClC1=CC=C(C=C1)C1=CC=2C3=C(C=NC2C=C1)N(C(N3C=3C(=CC(=C(C#N)C3)N3CC(NCC3)=O)C)=N)C 5-(8-(4-Chlorophenyl)-2-imino-3-methyl-2,3-dihydro-1H-imidazo[4,5-c]quinolin-1-yl)-4-methyl-2-(3-oxopiperazin-1-yl)benzonitrile